C(#N)C1=C(C=CC(=N1)C(=O)NC)N1CCN(CC1)CC1=CN=C(O1)NC(=O)NCC 6-cyano-5-(4-((2-(3-ethylureido)oxazol-5-yl)methyl)piperazin-1-yl)-N-methylpicolinamide